C(C)C1=C(C=CC(=C1)O)\N=C(/N)\C1=C(C=2N(N=C1)C=C(C2)C=2C=NN(C2)C)N[C@@H]2CC[C@H](CC2)NC(OC(C)(C)C)=O trans-tert-butyl N-[4-[[3-[(Z)-N'-(2-ethyl-4-hydroxy-phenyl)carbamimidoyl]-6-(1-methyl-pyrazol-4-yl)pyrrolo[1,2-b]pyridazin-4-yl]amino]cyclohexyl]carbamate